4-(2-methyl-3-methylsulfonylmethoxy-4-methylsulfonylbenzoyl)-1,3-dimethyl-5-hydroxypyrazole CC1=C(C(=O)C=2C(=NN(C2O)C)C)C=CC(=C1OCS(=O)(=O)C)S(=O)(=O)C